C12(CC3CC(CC(C1)C3)C2)NC(=O)C2=CN(C3=CC=CC=C23)CCCCCF N-(1-adamantyl)-1-(5-fluoropentyl)indole-3-carboxamide